CCN(C=1C=C(C=CC1)C)C 2-ethyl-N-methyl-N-(m-tolyl)amine